(S)-2-amino-N-(1-(6-ethynyl-1-methyl-2,5-dioxo-4-phenyl-1,2,4,5-tetrahydropyrrolo[4,3,2-de]isoquinolin-3-yl)ethyl)pyrazolo[1,5-a]pyrimidine-3-carboxamide NC1=NN2C(N=CC=C2)=C1C(=O)N[C@@H](C)C=1N(C(C=2C(=CC=C3C2C1C(N3C)=O)C#C)=O)C3=CC=CC=C3